C(C)C1=CC(=NC(=N1)C)NC1=NN2C(C=C(C=C2)C2=C(C=NN2C)OC[C@H]2N(CC2)C(=O)OC(C)(C)C)=C1 Tert-butyl (S)-2-(((5-(2-((6-ethyl-2-methylpyrimidin-4-yl)amino)pyrazolo[1,5-a]pyridin-5-yl)-1-methyl-1H-pyrazol-4-yl)oxy)methyl)azetidine-1-carboxylate